para-t-octyl-phenol C(C)(C)(CC(C)(C)C)C1=CC=C(C=C1)O